tert-butyl (1R,3S,4S,5R)-3-((benzoyloxy) methyl)-5-methyl-2-azabicyclo[3.1.0]Hexane-2-formate C(C1=CC=CC=C1)(=O)OC[C@H]1N([C@@H]2C[C@@]2(C1)C)C(=O)OC(C)(C)C